OC(CC(=O)O)(C)C 3-hydroxy-3,3-dimethylpropanoic acid